(rac)-6-(2,2-difluoroethoxy)-1-methyl-4-[4-(5-methyl-1,3-benzooxazol-2-yl)piperidin-1-yl]-2-oxo-7-[(oxolan-3-yl)oxy]-1,2-dihydroquinoline-3-carboxamide FC(COC=1C=C2C(=C(C(N(C2=CC1O[C@H]1COCC1)C)=O)C(=O)N)N1CCC(CC1)C=1OC2=C(N1)C=C(C=C2)C)F |r|